Cl.FC=1C=2N(C=C(C1)C=1N=C3C(=NC1)N=C(S3)N3CCNCC3)C=C(N2)C 6-(8-fluoro-2-methylimidazo[1,2-a]pyridin-6-yl)-2-(piperazin-1-yl)[1,3]thiazolo[4,5-b]pyrazine hydrochloride